FC(C=CN)F 3,3-difluoropropenamine